lithium silicate salt [Si]([O-])([O-])([O-])[O-].[Li+].[Li+].[Li+].[Li+]